2-chloro-5-(3-(1,1-dioxo-1,4-thiazin-4-yl)prop-1-ynyl)-N-isopropyl-pyridin-4-amine ClC1=NC=C(C(=C1)NC(C)C)C#CCN1C=CS(C=C1)(=O)=O